C(C)OC(=O)C1=C(N=C(S1)NC1=NC(=CC(=N1)N1CCC(CC1)N)N1CCN(CC1)C)C 2-[4-(4-amino-piperidin-1-yl)-6-(4-methyl-piperazin-1-yl)-pyrimidin-2-ylamino]-4-methyl-thiazole-5-carboxylic acid ethyl ester